C[C@H]1CC[C@@H](NC1)C1=CC2=CN(N=C2C=C1)[C@H]1CN(CC1)C |r| 5-[rac-(2R,5S)-5-methyl-2-piperidyl]-2-[rac-(3R)-1-methylpyrrolidin-3-yl]indazole